(S)-1-(2-(4-amino-9H-pyrimido[4,5-b]indol-9-yl)acetyl)-N-(4-cyanobenzyl)pyrrolidine-2-carboxamide NC1=NC=NC=2N(C3=CC=CC=C3C21)CC(=O)N2[C@@H](CCC2)C(=O)NCC2=CC=C(C=C2)C#N